2-((4-chlorobenzyl)sulfinyl)-4,5,6-trifluorobenzo[d]oxazole ClC1=CC=C(CS(=O)C=2OC3=C(N2)C(=C(C(=C3)F)F)F)C=C1